S1C2=C(C=C1C=1C=C(C=CC1)C1(CC1)C=1NC(C=3CN(CCCC3N1)C([C@H](O)C1=CC(=CC=C1)Cl)=O)=O)C=CC=C2 (R)-2-(1-(3-(benzo[b]thiophen-2-yl)phenyl)cyclopropyl)-6-(2-(3-chlorophenyl)-2-hydroxyacetyl)-3,5,6,7,8,9-hexahydro-4H-pyrimido[5,4-c]azepin-4-one